N-(tert-Butoxycarbonyl)-O-(tert-butyl)-L-allothreoninate C(C)(C)(C)OC(=O)N[C@@H]([C@@H](OC(C)(C)C)C)C(=O)[O-]